BrC1=C(C2=C(N=C(O2)CC)C=C1)Cl 6-bromo-7-chloro-2-ethylbenzo[d]oxazole